2-fluoro-4-(4-(3-(7-fluoro-5-methyl-1-oxo-1,2-dihydroisoquinolin-3-yl)propanoyl)piperazin-1-yl)benzonitrile FC1=C(C#N)C=CC(=C1)N1CCN(CC1)C(CCC=1NC(C2=CC(=CC(=C2C1)C)F)=O)=O